BrC1=CC(=C(C=C1)OC(F)F)F 4-Bromo-1-(difluorometh-oxy)-2-fluorobenzene